7-bromo-5-nitro-1H-indole BrC=1C=C(C=C2C=CNC12)[N+](=O)[O-]